C12CN(CC(N1)C2)C2=NC(=NC=1CC3(CCC21)CC2=CC=CC1=CC=CC3=C21)OCC21CCCN1CCC2 4'-(3,6-diazabicyclo[3.1.1]heptan-3-yl)-2'-((tetrahydro-1H-pyrrolizin-7a(5H)-yl)methoxy)-5',8'-dihydro-2H,6'H-spiro[acenaphthylene-1,7'-quinazoline]